NC(CC(C(=O)O)NC(\C=C\C(=O)O)=O)=O 4-amino-2-[[(E)-4-hydroxy-4-oxo-but-2-enoyl]amino]-4-oxo-butyric acid